FC1=C2CN(CC2=CC=C1)C(=O)NC1=CC=C(C=C1)C1CCC(CC1)NC(OC(C)(C)C)=O tert-butyl ((1s,4s)-4-(4-(4-fluoroisoindoline-2-carboxamido)phenyl) cyclohexyl)carbamate